4-(2-chloroethyl)amino-4-oxo-butyric acid methyl ester COC(CCC(=O)NCCCl)=O